FC1=NC(=CC(=C1)C1=CC=2C(=NC=CC2C=2C=C3C(=NNC3=CC2)N)N1)CN1CCN(CC1)C 5-(2-(2-Fluoro-6-((4-methylpiperazin-1-yl)methyl)pyridin-4-yl)-1H-pyrrolo[2,3-b]pyridin-4-yl)-1H-indazol-3-amine